FC=1C=C(C=CC1OC1=C2C(=NC=C1)NC(N2C(C)C)=O)C=2N=C(SC2C(=O)N)C2=CC=CC=C2 (3-fluoro-4-((1-isopropyl-2-keto-2,3-dihydro-1H-imidazo[4,5-b]pyridin-7-yl)oxy)phenyl)-2-phenylthiazole-5-carboxamide